7-{4-[(cyano-1-methylethyl)amino]-5-(5-{3,8-diazabicyclo[3.2.1]octan-3-yl}-1,3,4-thiadiazol-2-yl)pyridin-2-yl}pyrrolo[1,2-b]pyridazine-3-carbonitrile C(#N)C(C)(C)NC1=CC(=NC=C1C=1SC(=NN1)N1CC2CCC(C1)N2)C2=CC=C1N2N=CC(=C1)C#N